(2E)-3-(5-chlorothiophene-2-yl)prop-2-enoic acid ClC1=CC=C(S1)/C=C/C(=O)O